OC=1C(=NC=CC1NC1=C(C(C1=O)=O)NC(C1(CCCC1)C)C=1C(=C2N(N1)CCC2)C)C(=O)N(C)C 3-hydroxy-N,N-dimethyl-4-((2-(((3-methyl-5,6-dihydro-4H-pyrrolo[1,2-b]pyrazol-2-yl)(1-methylcyclopentyl)methyl)amino)-3,4-dioxocyclobut-1-en-1-yl)amino)picolinamide